N-hydroxy-2-(4-pentylphenyl)acetamidine ONC(CC1=CC=C(C=C1)CCCCC)=N